2-(chloromethyl)propenyl-trimethoxysilane ClCC(=C[Si](OC)(OC)OC)C